1-(4-Methyl-2-(1-methyl-1H-pyrazol-4-yl)-5,7-dihydro-6H-pyrrolo[3,4-b]pyridin-6-yl)-2-(1-(2-(trifluoromethyl)pyridin-4-yl)azetidin-3-yl)ethan-1-one CC1=C2C(=NC(=C1)C=1C=NN(C1)C)CN(C2)C(CC2CN(C2)C2=CC(=NC=C2)C(F)(F)F)=O